C(C)(=O)OC(C)(C)C1=CC(=C(C=C1)OC1=C(C=C(C=C1C)F)C)C1=CN(C(C(=C1OC)I)=O)C 2-(4-(4-fluoro-2,6-dimethylphenoxy)-3-(5-iodo-4-methoxy-1-Methyl-6-oxo-1,6-dihydropyridin-3-yl)phenyl)propan-2-yl acetate